C(C1=CC=CC=C1)OC1=CC=CC=2C3=C(NC12)CCNCC3 7-(benzyloxy)-1,2,3,4,5,6-hexahydroazepino[4,5-b]indole